(1-(4-chloro-2-fluorophenyl)-2-oxopiperidin-3-yl)carbamic acid tert-butyl ester C(C)(C)(C)OC(NC1C(N(CCC1)C1=C(C=C(C=C1)Cl)F)=O)=O